4-(9-(5-methoxypyridin-2-yl)-6-(2-(3-methylbenzylidene)hydrazinyl)-9H-purin-2-yl)morpholine COC=1C=CC(=NC1)N1C2=NC(=NC(=C2N=C1)NN=CC1=CC(=CC=C1)C)N1CCOCC1